ClC1=CC=C(C=C1)[C@H](C)NC(=O)C1(CCN(CC1)C=1C2=C(N=CN1)NC=C2)CNC(OC(C)(C)C)=O (S)-tert-butyl (4-(1-(4-chlorophenyl)ethylcarbamoyl)-1-(7H-pyrrolo[2,3-d]pyrimidin-4-yl)piperidin-4-yl)methylcarbamate